2-(3-Cyclopropylpiperazin-1-yl)-7-(1H-pyrazol-4-yl)-5H-isochromeno[3,4-d]thiazole C1(CC1)C1CN(CCN1)C=1SC2=C(N1)OCC=1C=C(C=CC12)C=1C=NNC1